1,1,1-trifluoro-2-(3-(6-(((R)-piperidin-3-yl)amino)pyrazin-2-yl)imidazo[1,2-a]pyrazin-6-yl)propan-2-ol FC(C(C)(O)C=1N=CC=2N(C1)C(=CN2)C2=NC(=CN=C2)N[C@H]2CNCCC2)(F)F